CC(C(=O)OCC1CCC(CC1)OC(C(=C)C)=O)=C.C(C1=CC=CC=C1)N1C(CCC1=O)=O Benzyl-2,5-dioxopyrrolidine 4-(2-Methyl-acryloyloxymethyl)-cyclohexyl-2-Methyl-acrylate